N1=C(N=CC=C1)C(C(=O)OC)C Methyl pyrimidin-2-yl-propionate